ethyl 4-methyl-2-(2-oxo-4-prop-2-enoyl-piperazin-1-yl)-1H-imidazole-5-carboxylate CC=1N=C(NC1C(=O)OCC)N1C(CN(CC1)C(C=C)=O)=O